2-(2,5-dimethoxy-4-methylphenyl)acetaldehyde COC1=C(C=C(C(=C1)C)OC)CC=O